O=C1NC(CCC1N1C(C2=CC=C(C=C2C1=O)N1CCN(CC1)C1=CC2=C(NC=3N(CC2)N=C(C3C(=O)N)C3=CC=C(C=C3)OC3=CC=CC=C3)C=C1)=O)=O 7-(4-(2-(2,6-dioxopiperidin-3-yl)-1,3-dioxoisoindolin-5-yl)piperazin-1-yl)-2-(4-phenoxyphenyl)-9,10-dihydro-4H-benzo[d]pyrazolo[1,5-a][1,3]diazepine-3-carboxamide